ClC=1C=C2C(CN(CC2=C(C1)Cl)C)C=1C=C(C=CC1)S(=O)(=O)NCCOCCN1NC(=C(N1)C(=O)O)C(=O)O 2-(2-(2-(3-(6,8-dichloro-2-methyl-1,2,3,4-tetrahydroisoquinolin-4-yl)phenylsulfonylamino)ethoxy)ethyl)-1H-1,2,3-triazole-4,5-dicarboxylic acid